Hept-2-ene-2-carboxylate CC(=CCCCC)C(=O)[O-]